C(C=C)(=O)OC1=C(C=C(C=C1C(C)(C)C)C)C(C)(C)C 2,6-di-tert-butyl-p-cresol acrylate